C(#N)CC(=O)C1=CC=C(C#N)C=C1 4-(2-cyanoacetyl)benzonitrile